Isopropylpyrazolo[1,5-a][1,3,5]triazine-2,4-diamine C(C)(C)C1=NN2C(N=C(N=C2N)N)=C1